pyrenyl-triacetoxysilane ammonium pelargonate C(CCCCCCCC)(=O)[O-].[NH4+].C1(=CC=C2C=CC3=CC=CC4=CC=C1C2=C34)[Si](OC(C)=O)(OC(C)=O)OC(C)=O